C(#N)C=1C(=CC(=NC1)N1CC(CC1=O)C(=O)[O-])OC 1-(5-cyano-4-methoxypyridin-2-yl)-5-oxopyrrolidine-3-carboxylate